O1B(OCC=N1)C1=C2C(=NC=C1)NC=C2 4-(1,3,6,2-dioxaazaborin-2-yl)-1H-pyrrolo[2,3-b]pyridine